1,4-diamino-2,5-dihydroxybenzene NC1=C(C=C(C(=C1)O)N)O